5-amino-1-ethyl-N-(3-(7-{[(3S,4R)-1-ethyl-3-fluoropiperidin-4-yl]amino}-3-(2,2,2-trifluoroethyl)pyrazolo[1,5-a]pyridin-2-yl)prop-2-yn-1-yl)-1H-pyrazole-4-carboxamide NC1=C(C=NN1CC)C(=O)NCC#CC1=NN2C(C=CC=C2N[C@H]2[C@H](CN(CC2)CC)F)=C1CC(F)(F)F